FC1=C(C(=CC=C1)C(F)(F)F)N1C=2N(C3=C(C1=O)C=NC(=N3)NC3=CC(=C(C=C3)N3CCN(CC3)C)C)CCN2 6-(2-fluoro-6-trifluoromethylphenyl)-2-((3-methyl-4-(4-methylpiperazin-1-yl)phenyl)amino)-8,9-dihydroimidazo[1,2-a]pyrimido[5,4-e]pyrimidin-5(6H)-one